CN1N=CC(=C1)C=1C=C2C=C(N=CC2=CC1)NC(CCC1=CC=NC=C1)=O N-(6-(1-Methyl-1H-pyrazol-4-yl)isoquinolin-3-yl)-3-(pyridin-4-yl)Propanamide